2-bromo-6-(5-(4-(tert-butyl)piperazin-1-yl)-6-methoxypyridin-3-yl)-4-fluorophenol BrC1=C(C(=CC(=C1)F)C=1C=NC(=C(C1)N1CCN(CC1)C(C)(C)C)OC)O